ClC1=NC=CC(=C1C(=O)NC1=NC=NS1)C(C)C 2-chloro-4-isopropyl-N-(1,2,4-thiadiazol-5-yl)pyridine-3-carboxamide